rac-(1r,2r,4s,5r,6s)-6-hydroxy-4-(2-methoxypyridin-4-yl)-N-(4-methyl-3-(trifluoromethyl)phenyl)-8-oxatricyclo[3.2.1.02,4]octane-2-carboxamide O[C@@H]1[C@H]2[C@@]3(C[C@@]3([C@@H](C1)O2)C(=O)NC2=CC(=C(C=C2)C)C(F)(F)F)C2=CC(=NC=C2)OC |r|